FC(C=1C=C(C=C(C1)C(F)(F)F)C1=NN(C(=N1)Cl)/C=C(/C(=O)OC)\C=1C=NC=NC1)(F)F methyl (E)-3-(3-(3,5-bis(trifluoromethyl)phenyl)-5-chloro-1H-1,2,4-Triazol-1-yl)-2-(pyrimidin-5-yl)acrylate